7-[5H-imidazo[4,3-a]isoindol-5-yl]-5,6,7,8-tetrahydroisoquinolin-8-one C=1N=CN2C1C1=CC=CC=C1C2C2CCC=1C=CN=CC1C2=O